4-[2-(2-methoxyphenoxy)-5-(methylsulfonyl)phenyl]-6-methyl-1,6-dihydro-7H-pyrrolo[2,3-c]pyridin-7-one COC1=C(OC2=C(C=C(C=C2)S(=O)(=O)C)C=2C3=C(C(N(C2)C)=O)NC=C3)C=CC=C1